thiourethan NC(=S)OCC